C(C)(C)(C)OC(N(CCN1CCNCC1)CC(=O)N)=O (2-amino-2-oxoethyl)(2-(piperazin-1-yl)ethyl)carbamic acid tert-butyl ester